4-phenyl-4,6-diazaspiro[2.4]heptan-5-one C1(=CC=CC=C1)N1C2(CC2)CNC1=O